ClC1=C(C(=CC=C1)Cl)N1CC(C1)C1=CC(=C(CN2CCC(CC2)C(=O)O)C(=C1)C(C)C)C(C)C 1-(4-(1-(2,6-dichlorophenyl)azetidin-3-yl)-2,6-diisopropylbenzyl)piperidine-4-carboxylic acid